FC1=CC=C(C=C1)C=1C(C(=NNC1)C(=O)OCC)=O ethyl 5-(4-fluorophenyl)-4-oxo-1,4-dihydropyridazine-3-carboxylate